Dimethyl 2-(4-nitrobenzyl)malonate [N+](=O)([O-])C1=CC=C(CC(C(=O)OC)C(=O)OC)C=C1